FC1=CC=C(CNC2=NC(=NC(=N2)N2N=CC=C2)NCCC(=O)OCC)C=C1 ethyl 3-((4-((4-fluorobenzyl)amino)-6-(1H-pyrazol-1-yl)-1,3,5-triazin-2-yl)amino)propanoate